(12aR)-9-bromo-8-chloro-10-fluoro-1,2,3,4,12,12a-hexahydro-6H-pyrazino[2,1-C][1,4]benzoxazepine BrC1=C(C2=C(CN3[C@@H](CO2)CNCC3)C=C1Cl)F